tert-butyl ((1R,4r)-4-((2-(3-cyanopyrrolo[1,2-b]pyridazin-7-yl)-5-(((R)-2-fluoro-3-hydroxy-3-methylbutyl)carbamoyl)pyridin-4-yl)amino)cyclohexyl)carbamate C(#N)C1=CC=2N(N=C1)C(=CC2)C2=NC=C(C(=C2)NC2CCC(CC2)NC(OC(C)(C)C)=O)C(NC[C@H](C(C)(C)O)F)=O